C(C1=CC=CC=C1)OC(C1=CC=C(C=C1)OCC1=CC=CC=C1)=O benzyl-4-benzyloxybenzoate